OC(CCC=1N=C2N(C=C(C(=C2)OC)NC(=O)C2=NC(=CC=C2)C(F)(F)F)C1)(C)C N-[2-(3-hydroxy-3-methyl-butyl)-7-methoxy-imidazo[1,2-a]pyridin-6-yl]-6-(trifluoromethyl)pyridine-2-carboxamide